BrC(C(=O)C1=CC=CC=C1)C(=O)C1=CC=CC=C1 2-bromo-1,3-diphenyl-1,3-propanedione